(P)-1-(5-FLUORO-2-METHOXY-4-((1R,2R)-2-(TRIFLUOROMETHYL)CYCLOPROPYL)PHENYL)-N-(4-METHOXYBENZYL)-2-OXO-N-(1,2,4-THIADIAZOL-5-YL)-1,2-DIHYDROQUINOLINE-6-SULFONAMIDE FC=1C(=CC(=C(C1)N1C(C=CC2=CC(=CC=C12)S(=O)(=O)N(C1=NC=NS1)CC1=CC=C(C=C1)OC)=O)OC)[C@H]1[C@@H](C1)C(F)(F)F